CC(CC#N)CC#N 3-methylpentandinitrile